Cl.C1=C(C=CC=2CCCCC12)CCNC(=N)NNC(=N)N (2-(5,6,7,8-tetrahydronaphthalen-2-yl)ethyl)biguanidine hydrochloride